NCC=1C=C(C=CC1)N1N=C(C=C1C(=O)O)C(F)(F)F 2-(3-Aminomethyl-phenyl)-5-trifluoromethyl-2H-pyrazole-3-carboxylic acid